3β-Hydroxy-17-(6-methoxy-1H-benzimidazol-1-yl)-androsta-5,16-diene O[C@@H]1CC2=CC[C@H]3[C@@H]4CC=C([C@@]4(C)CC[C@@H]3[C@]2(CC1)C)N1C=NC2=C1C=C(C=C2)OC